COC=1C=C(CN2C(NC3(C2)CCC(CC3)(C3=CC=CC=C3)N(C)C)=O)C=CC1OC CIS-3-(3,4-dimethoxybenzyl)-8-(dimethylamino)-8-phenyl-1,3-diazaspiro[4.5]decan-2-one